C(C)(C)(C)OC(=O)N[C@H]1CN(CCC1)C=1SC=C(N1)C(=O)N[C@@H](CO)C(=O)OC Methyl (2-((R)-3-((tert-butoxycarbonyl)amino)piperidin-1-yl)thiazole-4-carbonyl)-L-serinate